4-OXO-1,4-DIHYDROCHINOLIN O=C1C=CNC2=CC=CC=C12